8-((4-(5-(cyclopropylmethyl)-1-methyl-1H-pyrazol-4-yl)pyrimidin-2-yl)amino)-3-oxa-1-azaspiro[4.5]decan-2-one C1(CC1)CC1=C(C=NN1C)C1=NC(=NC=C1)NC1CCC2(COC(N2)=O)CC1